(R)-6-(1-(5,5-dimethylpyrrolidin-3-yl)-1H-pyrazol-4-yl)-4-((3-fluoropyridin-2-yl)thio)pyrazolo[1,5-a]pyridine-3-carbonitrile CC1(C[C@H](CN1)N1N=CC(=C1)C=1C=C(C=2N(C1)N=CC2C#N)SC2=NC=CC=C2F)C